3-((4-(ethyl(methyl)amino)pyrimidin-2-yl)oxy)pyrrolidin C(C)N(C1=NC(=NC=C1)OC1CNCC1)C